NC(C(=O)NC1CCN(CC1)C(C1=CC=C(C=C1)NC(=O)NC12C[C@]3(C[C@](CC(C1)C3)(C2)C)C)=O)C(C)C 2-amino-N-[1-(4-{3-[(1r,3R,5S,7r)-3,5-dimethyladamantan-1-yl]ureido}benzoyl)piperidin-4-yl]-3-Methylbutanamide